Cl.C(C)C1CCCCCCCCCC(NC(N(CC(O1)=O)C([2H])([2H])[2H])=N)=O 17-ethyl-5-imino-4-trideuteriomethyl-1-oxa-4,6-diazacycloheptadecane-2,7-dione Hydrochloric Acid Salt